ethyl 6-(1-cyano-1-methyl-ethyl)-3-ethylsulfanyl-imidazo[1,2-a]pyridine-2-carboxylate C(#N)C(C)(C)C=1C=CC=2N(C1)C(=C(N2)C(=O)OCC)SCC